(S)-1'-(8-((2-amino-3-chloropyridin-4-yl)thio)imidazo[1,2-c]pyrimidin-5-yl)-6-fluoro-1,3-dihydrospiro[indene-2,4'-piperidine]-1-amine NC1=NC=CC(=C1Cl)SC=1C=2N(C(=NC1)N1CCC3(CC1)[C@@H](C1=CC(=CC=C1C3)F)N)C=CN2